C(#N)C1=CC(=NC=C1)N1C=C(C2=C1N=CN=C2N2C[C@H](N(C[C@@H]2C)C(=O)OC2(CC2)C)C)C(F)F 1-methylcyclopropyl (2R,5S)-4-(7-(4-cyanopyridin-2-yl)-5-(difluoromethyl)-7H-pyrrolo[2,3-d]pyrimidin-4-yl)-2,5-dimethylpiperazine-1-carboxylate